6-[(1r,5s,6r)-6-(ethoxycarbonyl)-3-azabicyclo[3.1.0]hex-3-yl]-2-azaspiro[3.4]octane-2-carboxylic acid ethyl ester C(C)OC(=O)N1CC2(C1)CC(CC2)N2C[C@H]1C([C@H]1C2)C(=O)OCC